N1=C(C(=NC2=CC=CC=C12)S)S quinoxaline-2,3-dithiol